2-{4-[5-chloro-2-(5,6-dihydro-1,4,2-dioxazin-3-yl)phenyl]-5-methoxy-2-oxopyridin-1(2H)-yl}-4-methoxy-N-(2-methyl-2H-indazol-5-yl)butanamide ClC=1C=CC(=C(C1)C1=CC(N(C=C1OC)C(C(=O)NC1=CC2=CN(N=C2C=C1)C)CCOC)=O)C1=NOCCO1